4-amino-8-bromo-7-fluoroisoquinoline-3-carboxylic acid methyl ester COC(=O)C=1N=CC2=C(C(=CC=C2C1N)F)Br